C\C(=C/CC\C(\CO)=C/CCC=C)\CCC=C(C)C (2e,5e)-6,10-dimethyl-2-(pent-4-en-1-ylidene)undec-5,9-dien-1-ol